N,N'-dicyclohexyl-1,4-phenylenedicarboxamide C1(CCCCC1)NC(=O)C1=CC=C(C=C1)C(=O)NC1CCCCC1